2-bromo-7,7-dimethyl-6H-pyrrolo[3,4-b]pyridin-5-one BrC1=CC=C2C(=N1)C(NC2=O)(C)C